C(C)(C)(C)NC1=C(C=C(C=C1)C)C(=C(C)C)C1C2=CC(=CC=C2C=2C=CC(=CC12)C(C)(C)C)C(C)(C)C N-(tert-butyl)-2-[1-(2,7-di-tert-butyl-9H-fluoren-9-yl)-2-methylpropan-1-en-1-yl]-4-methylaniline